CCCCCC/C=C\CCCCCCCC(=O)OC[C@H](COP(=O)([O-])OCC[N+](C)(C)C)OC(=O)CC/C=C\C/C=C\C/C=C\C/C=C\C/C=C\C/C=C\CC 1-(9Z-hexadecenoyl)-2-(4Z,7Z,10Z,13Z,16Z,19Z-docosahexaenoyl)-sn-glycero-3-phosphocholine